sodium carbonate fluoride [F-].C(O)(O)=O.[Na+]